FC(F)(F)C=1C(N(C=CC1)C=1C=NC=CC1)=O (trifluoromethyl)-2H-[1,3'-bipyridin]-2-one